(±)-trans-4-Phenyl-N-[3-(phenylcarbonyl)phenyl]pyrrolidine-3-carboxamide hydrochloride Cl.C1(=CC=CC=C1)[C@H]1[C@@H](CNC1)C(=O)NC1=CC(=CC=C1)C(=O)C1=CC=CC=C1 |r|